(3R)-3-[(8aS)-3-oxo-1,5,6,7,8,8a-hexahydroimidazo[1,5-a]pyrazin-2-yl]butanoic acid TFA salt OC(=O)C(F)(F)F.O=C1N(C[C@H]2N1CCNC2)[C@@H](CC(=O)O)C